C(C)OC(=O)C1=NC(=C(N=C1N1CCC2(CC1)[C@@H](C1=CC=CC=C1C2)N)C)C2=C(C(=NC=C2)N)Cl (S)-3-(1-amino-1,3-dihydrospiro[indene-2,4'-piperidin]-1'-yl)-6-(2-amino-3-chloropyridin-4-yl)-5-methylpyrazine-2-carboxylic acid ethyl ester